ClC=1C=C(C=CC1F)NC(N(CC1=NNC(=C1)C(F)F)C=1C=NC(=CC1)C#N)=O 3-(3-chloro-4-fluorophenyl)-1-(6-cyanopyridin-3-yl)-1-((5-(difluoromethyl)-1H-pyrazol-3-yl)methyl)urea